C1(CCCC1)N1C(C=C(C2=C1N=C(N=C2)N[C@@H](C)C2=CC=C(C=C2)C2(CCOCC2)N2CCN(CC2)C(=O)OC2=CC=CC=C2)C)=O Phenyl 4-[4-(4-{(1S)-1-[(8-cyclopentyl-5-methyl-7-oxo-7,8-dihydropyrido[2,3-d]pyrimidin-2-yl)amino] ethyl}phenyl) tetrahydro-2H-pyran-4-yl]piperazine-1-carboxylate